N1(N=CC=C1)CC 2-pyrazol-1-ylethane